2-(2,5-Dioxahexyl)-2-methyl-1,3-propanediol C(OCCOC)C(CO)(CO)C